5-nitrobenzene-1,2,3-tricarboxylic acid [N+](=O)([O-])C=1C=C(C(=C(C1)C(=O)O)C(=O)O)C(=O)O